4-isobutyl-2-(4-(oxazol-2-ylmethyl)piperazin-1-yl)benzonitrile C(C(C)C)C1=CC(=C(C#N)C=C1)N1CCN(CC1)CC=1OC=CN1